C(C1=CC=CC=C1)N1CCN(CC1)C=1C=CC2=C(C=C(O2)C(=O)O)C1 5-(4-benzyl-piperazin-1-yl)-benzofuran-2-carboxylic acid